BrC1=CC(=C(C(=O)O)C(=C1)C1=CCC2(CC2)CC1)F 4-Bromo-2-fluoro-6-(spiro[2.5]oct-5-en-6-yl)benzoic acid